ethyl 2,2,3,3,4,4,5,5,6,6,7,7,8,8,9,9,9-heptadecafluorononanoate FC(C(=O)OCC)(C(C(C(C(C(C(C(F)(F)F)(F)F)(F)F)(F)F)(F)F)(F)F)(F)F)F